C(CCCCC)C(CC1=C(SC=C1)C=1SC(=C(C1)F)C=1SC(=CC1F)C=1SC=CC1CC(CCCCCCCC)CCCCCC)CCCCCCCC 3,3'''-bis(2-hexyldecyl)-3'',4'-difluoro-2,2':5',2'':5'',2'''-quaterthiophene